2-chloro-4,6-dimethylpyrimidine ClC1=NC(=CC(=N1)C)C